tert-butyl 4-[4-(6-{1-[(tert-butoxy)carbonyl]-1,2,3,6-tetrahydro pyridin-4-yl}-1,2,3,4-tetrahydroquinoline-1-carbonyl)-2-fluorophenyl]-1,2,3,6-tetrahydropyridine-1-carboxylate C(C)(C)(C)OC(=O)N1CCC(=CC1)C=1C=C2CCCN(C2=CC1)C(=O)C1=CC(=C(C=C1)C=1CCN(CC1)C(=O)OC(C)(C)C)F